CCC1=CC=C(C=C1)/C=C/2\\C(=O)NC(=S)S2 The molecule is a member of the class of thiazolidinones that is 2-sulfanylidene-1,3-thiazolidin-4-one which is substituted at position 5 by a (4-ethylphenyl)methylidene group. It is a cell permeable inhibitor of c-Myc-Max dimerization and exhibits antitumour effects in vivo. It downregulates c-Myc expression and upregulates CDK inhibitors, p21 and p27 resulting in the inhibition of proliferation, induction of apoptosis and cell cycle arrest in G0/G1 phase. It has a role as an apoptosis inducer and an antineoplastic agent. It is a thiazolidinone and an olefinic compound.